stilbene oxide C1(=CC=CC=C1)C1C(C2=CC=CC=C2)O1